N-hydroxymethyl-3-(dimethoxyphosphono)propanamide OCNC(CCP(=O)(OOC)OOC)=O